(S)-(4-((4-(3-((2-(1-hydroxy-ethyl)-1H-imidazol-1-yl)methyl) isoxazol-5-yl)phenyl)ethynyl) benzoyl)glycinate O[C@@H](C)C=1N(C=CN1)CC1=NOC(=C1)C1=CC=C(C=C1)C#CC1=CC=C(C(=O)NCC(=O)[O-])C=C1